3-[4-(2,2,2-trifluoroethoxy)phenyl]-2-[4,7,10-tris(carboxymethyl)-1,4,7,10-tetraazacyclododecan-1-yl]propanoic acid FC(COC1=CC=C(C=C1)CC(C(=O)O)N1CCN(CCN(CCN(CC1)CC(=O)O)CC(=O)O)CC(=O)O)(F)F